NC1=NC(=C(C=2N1N=C(N2)C(C2=CC=CC=C2)O)C2=NC=NC=C2F)C2=C(C#N)C=CC=C2 (5-amino-8-(5-fluoropyrimidin-4-yl)-2-(hydroxy(phenyl)methyl)-[1,2,4]triazolo[1,5-c]pyrimidin-7-yl)benzonitrile